COC1=CC=C(C=N1)N1C(=C2C(N(N=CC2=C1C)C1=NC=CC=C1)=O)C 6-(6-methoxypyridin-3-yl)-5,7-dimethyl-2-(pyridin-2-yl)-2,6-dihydro-1H-pyrrolo[3,4-d]pyridazin-1-one